methyl (S)-1,2,3-trimethoxy-9-oxo-7-(3-oxomorpholinyl)-5,6,7,9-tetrahydrobenzo[a]heptalen-10-carboxylate COC1=C(C(=CC2=C1C1=CC=C(C(C=C1[C@H](CC2)N2C(COCC2)=O)=O)C(=O)OC)OC)OC